methyl 2-(6-bromo-1-(cyclopropylmethyl)-1H-pyrrolo[2,3-b]pyridin-2-yl)-7-methoxy-1-((1-methylcyclopropyl)methyl)-1H-benzo[d]imidazole-5-carboxylate BrC1=CC=C2C(=N1)N(C(=C2)C2=NC1=C(N2CC2(CC2)C)C(=CC(=C1)C(=O)OC)OC)CC1CC1